N-(6-(3-chloro-6-fluoro-2-(hydroxymethyl)phenyl)imidazo[1,2-a]pyridin-2-yl)cyclopropanecarboxamide ClC=1C(=C(C(=CC1)F)C=1C=CC=2N(C1)C=C(N2)NC(=O)C2CC2)CO